methyl 3-[[1-[3-methoxy-4-[4-[3-methyl-4-[[(1R)-1-phenylethoxy] carbonylamino]isoxazol-5-yl]-1-piperidyl]phenyl]cyclopropanecarbonyl]sulfamoyl]propanoate COC=1C=C(C=CC1N1CCC(CC1)C1=C(C(=NO1)C)NC(=O)O[C@H](C)C1=CC=CC=C1)C1(CC1)C(=O)NS(=O)(=O)CCC(=O)OC